OB(CCCCC1(NCC(C1)N(C)C)C(=O)O)O 2-(4-dihydroxyborylbutyl)-4-(dimethylamino)pyrrolidine-2-carboxylic acid